C(C)OC(=O)C1=CC(=CC=2SC3=CC=CC=C3C(C12)=O)SSC1=CC=CC=C1 1-ethoxycarbonyl-3-phenylthiothiothioxanthone